3-(((((9H-fluoren-9-yl)methoxy)carbonyl)(4-(((4-((2-(methyl Oxycarbamoyl)phenyl)amino))-5-(trifluoromethyl)pyrimidin-2-yl)amino)benzyl)amino)phenyl)piperidine-1-carboxylate C1=CC=CC=2C3=CC=CC=C3C(C12)COC(=O)N(CC1=CC=C(C=C1)NC1=NC=C(C(=N1)NC1=C(C=CC=C1)C(NOC)=O)C(F)(F)F)C1=C(C=CC=C1)C1CN(CCC1)C(=O)[O-]